O1CCC(CC1)C1=CC=CC(=N1)C1(COC1)C(=O)OC methyl 3-(6-(tetrahydro-2H-pyran-4-yl)pyridin-2-yl)oxetane-3-carboxylate